Tert-Butyl (S)-7-(1-Amino-5-(Tert-Butoxy)-1,5-Dioxopentan-2-Yl)-5-Bromo-6-Oxo-7,8-Dihydro-2H,6H-Spiro[Furo[2,3-e]Isoindole-3,4'-Piperidine]-1'-Carboxylate NC([C@H](CCC(=O)OC(C)(C)C)N1C(C2=C(C=C3C(=C2C1)OCC31CCN(CC1)C(=O)OC(C)(C)C)Br)=O)=O